CS(=O)(=O)C[C@@H]1[C@H](N(C1)C=1C=CC(=C2C=C(N=CC12)NC1=NC(=NC=C1)N1C[C@@H]([C@@](CC1)(O)C)O)C(C)C)C (3S,4R)-1-[4-({8-[(2R,3S)-3-(methanesulfonylmeth-yl)-2-methylazetidin-1-yl]-5-(propan-2-yl)isoquinolin-3-yl}amino)pyrimidin-2-yl]-4-methylpiperidine-3,4-diol